benzo[c][1,2,5]thiadiazole-5-carboxamide N=1SN=C2C1C=CC(=C2)C(=O)N